BrC1=C(C(=C2C(NC(=NC2=C1)Cl)=O)F)Cl 7-bromo-2,6-dichloro-5-fluoro-3H-quinazolin-4-one